2-(2-(3,4-dimethoxyphenyl)-3-isopropyl-1H-indol-5-yl)-5-(1'-methyl-[1,4'-bipiperidin]-4-yl)-1,3,4-oxadiazole COC=1C=C(C=CC1OC)C=1NC2=CC=C(C=C2C1C(C)C)C=1OC(=NN1)C1CCN(CC1)C1CCN(CC1)C